(3-nitro-[1,1'-biphenyl]-4-yl)boric acid [N+](=O)([O-])C=1C=C(C=CC1OB(O)O)C1=CC=CC=C1